2-((3-(3,5-dichloropyridin-4-ylethynyl)pyridin-4-yl)mercapto)-2-methylpropanoic acid ClC=1C=NC=C(C1C#CC=1C=NC=CC1SC(C(=O)O)(C)C)Cl